C(C)OC(/C(=C/OC1=CC2=C(N(CC(CS2(=O)=O)(CCCC)CCCC)C2=CC=C(C=C2)C(N(C)C)=O)C=C1SC)/F)=O (Z)-3-((3,3-dibutyl-5-(4-(dimethylcarbamoyl)phenyl)-7-(methylsulfanyl)-1,1-dioxido-2,3,4,5-tetrahydro-1,5-benzothiazepin-8-yl)oxy)-2-fluoroacrylic acid ethyl ester